C(#N)C1=CNC2=C(C=CC(=C12)C)NS(=O)(=O)C1=CC=C(C=C1)F N-(3-cyano-4-methyl-1H-indol-7-yl)-4-fluorobenzene-1-sulfonamide